trans-4-[(2-Amino-3,5-dibromobenzyl)amino]-cyclohexanthiol NC1=C(CN[C@@H]2CC[C@H](CC2)S)C=C(C=C1Br)Br